N-[3-(Aminomethyl)phenyl]-N'-(4-{[6,7-bis(methyloxy)chinolin-4-yl]oxy}phenyl)cyclopropan-1,1-dicarboxamid NCC=1C=C(C=CC1)NC(=O)C1(CC1)C(=O)NC1=CC=C(C=C1)OC1=CC=NC2=CC(=C(C=C12)OC)OC